IC1=NNC2=C1CN(CC2)C(=O)OC(C)(C)C Tert-Butyl 3-iodo-1H,4H,5H,6H,7H-pyrazolo[4,3-c]pyridine-5-carboxylate